2-(2-(2-methylphenylamino)ethylamino)benzyl alcohol CC1=C(C=CC=C1)NCCNC1=C(CO)C=CC=C1